CS(=O)(=O)OC1CN(C1)C(=O)OC(C)(C)C tert-butyl 3-[(methylsulfonyl)oxy]-1-azetanecarboxylate